trimethylolpropane-tris[beta-(2-methylaziridinyl) propionate] CC1N(C1)CCC(=O)O.CC1N(C1)CCC(=O)O.CC1N(C1)CCC(=O)O.C(O)C(CC)(CO)CO